Methyl (R)-2'-oxo-1'-(pyridin-3-yl)-1,3-dihydrospiro[indene-2,3'-pyrrolidine]-5-carboxylate O=C1N(CC[C@]12CC1=CC=C(C=C1C2)C(=O)OC)C=2C=NC=CC2